3-amino-7-propyl-6,7,8,9-tetrahydro-5H-pyrido[2,3-d]azepin NC1=CC2=C(CCN(CC2)CCC)N=C1